2-{5-[2-(cyclopentylamino)pyridin-4-yl]-4-(4-fluorophenyl)-1H-imidazol-1-yl}-1-(piperazin-1-yl)ethan-1-one C1(CCCC1)NC1=NC=CC(=C1)C1=C(N=CN1CC(=O)N1CCNCC1)C1=CC=C(C=C1)F